O[C@@H](C)C=1N(C=CN1)CC1=NOC(=C1)C1=CC=C(C=C1)C#CC1=CC=C(C(=O)NCCC(=O)O)C=C1 (S)-3-(4-((4-(3-((2-(1-hydroxyethyl)-1H-imidazol-1-yl)methyl)isoxazol-5-yl)phenyl)ethynyl)benzamido)propanoic acid